[Na].[Na].OCCCC(C=1N=NNC1)N(C(CCCO)C=1N=NNC1)C(CCCO)C=1N=NNC1 tris(3-hydroxypropyl-triazolylmethyl)amine, disodium salt